trans-3-[4-(2-amino-3,5-dibromo-benzylamino)-cyclohexylsulfanyl]-propane-1-ol NC1=C(CN[C@@H]2CC[C@H](CC2)SCCCO)C=C(C=C1Br)Br